O[C@H]1[C@@H](O[C@@H]([C@H]1CCS)CO)N1C=2N=C(NC(C2N=C1)=O)NC(C(C)C)=O N-[9-[(2R,3R,4S,5S)-3-hydroxy-5-(hydroxymethyl)-4-(2-sulfanylethyl)tetrahydrofuran-2-yl]-6-oxo-1H-purin-2-yl]-2-methyl-propanamide